5-bromo-1H-indole-4-carboxylic acid methyl ester COC(=O)C=1C=2C=CNC2C=CC1Br